4-(ethoxymethyl)-1-(4-(methoxymethyl)benzyl)-4-phenethylpiperidine C(C)OCC1(CCN(CC1)CC1=CC=C(C=C1)COC)CCC1=CC=CC=C1